CC1(NC2(CC2)CC(C1)N1N=NC2=C1N=NC(=C2)C2=CC1=C(N(N=N1)C)C=C2O)C 5-[3-(5,5-dimethyl-4-azaspiro[2.5]oct-7-yl)-3H-[1,2,3]triazolo[4,5-c]pyridazin-6-yl]-1-methyl-1H-benzotriazol-6-ol